COC(CNC(CCCC1=NC=C(C=C1)[N+](=O)[O-])=O)OC N-(2,2-dimethoxyethyl)-4-(5-nitropyridin-2-yl)butanamide